C1N(CCC2=CC=CC=C12)C[C@H](CNC(=O)C=1N=C2N(C=C(C=C2)C(=O)O)C1)O (S)-2-((3-(3,4-dihydroisoquinolin-2(1H)-yl)-2-hydroxypropyl)carbamoyl)imidazo[1,2-a]pyridine-6-carboxylic acid